CN1[C@@H]([C@H](CC1=O)C(=O)NCCCOCCCOCCCC(=O)OCC)C=1C=NC=CC1 ethyl 4-(3-(3-((2S,3S)-1-methyl-5-oxo-2-(pyridin-3-yl)pyrrolidine-3-carboxamido)propoxy)propoxy)butanoate